1-[3-[(2R)-1-(2-chlorophenyl)propan-2-yl]-8-(methoxycarbonyl)-3H,6H,7H,8H,9H-imidazo[4,5-h]isoquinolin-2-yl]piperidine-4-carboxylic acid ClC1=C(C=CC=C1)C[C@@H](C)N1C(=NC2=C1C=CC=1CCN(CC21)C(=O)OC)N2CCC(CC2)C(=O)O